methyl cis-2-(biphenyl-3-ylmethyl)-3-((methylsulfonyl)amino)piperidine-1-carboxylate C1(=CC(=CC=C1)C[C@@H]1N(CCC[C@@H]1NS(=O)(=O)C)C(=O)OC)C1=CC=CC=C1